6-[4-chloro-2-(trifluoromethyl)phenyl]-2-(2-pyridyloxymethyl)imidazo[1,2-a]pyrimidine ClC1=CC(=C(C=C1)C=1C=NC=2N(C1)C=C(N2)COC2=NC=CC=C2)C(F)(F)F